(2R,4R)-1-(3-chloro-2-fluorobenzyl)-4-((3-fluoro-6-((4-fluoro-5-methyl-1H-pyrazol-3-yl)amino)pyridin-2-yl)methyl)-2-methyl-piperidine-4-carboxylic acid ClC=1C(=C(CN2[C@@H](C[C@@](CC2)(C(=O)O)CC2=NC(=CC=C2F)NC2=NNC(=C2F)C)C)C=CC1)F